1-isopropyl-1,2,3,6-tetrahydropyridin-3-ol C(C)(C)N1CC(C=CC1)O